12-methyl-7-oxa-1,11,20-triazatetracyclo[11.5.2.0^{3,5}.0^{16,19}]icosa-13(20),14,16(19),17-tetraen-10-one CC1NC(CCOCC2CC2CN2C=CC=3C=CC1=NC23)=O